SC(C(=O)[O-])(C)S.[Na+] sodium dimercaptopropionate